CC1(CCC=2C(=NN(C2C1)C1OCCCC1)C=1NC2=CC(=CC=C2C1)NC)C 2-(6,6-dimethyl-1-(tetrahydro-2H-pyran-2-yl)-4,5,6,7-tetrahydro-1H-indazol-3-yl)-N-methyl-1H-indol-6-amine